FC1=CC=2NN=CC2C2=C1N=C(C=1CNCCC21)C=2C(=NNC2)C(F)(F)F 5-fluoro-7-(3-(trifluoromethyl)-1H-pyrazol-4-yl)-8,9,10,11-tetrahydro-3H-indazolo[5,4-c][2,7]naphthyridine